FC(C=1C(=C(C=CC1)NC1=C(C(=O)OC)C=C(C(=C1)F)F)C=O)F methyl 2-((3-(difluoromethyl)-2-formylphenyl)amino)-4,5-difluorobenzoate